((3R,6S)-6-(5-((1S,3R)-3-(trifluoromethoxy)cyclobutyl)-1,3,4-oxadiazol-2-yl)tetrahydro-2H-pyran-3-yl)carbamic acid tert-butyl ester C(C)(C)(C)OC(N[C@H]1CO[C@@H](CC1)C=1OC(=NN1)C1CC(C1)OC(F)(F)F)=O